2-formyl-5,6-dihydro-[1,2,4]triazolo[1,5-a]pyrazine-7(8H)-carboxylic acid tert-butyl ester C(C)(C)(C)OC(=O)N1CC=2N(CC1)N=C(N2)C=O